6-bromo-2-[1-(oxiran-2-yl)ethyl]-3,4-dihydroisoquinoline-1-one BrC=1C=C2CCN(C(C2=CC1)=O)C(C)C1OC1